ClC=1C=C(C=CC1C)NC(OCC1=CC=C2C=C(C(=NC2=C1)C)C1C(NC(CC1)=O)=O)=O (3-(2,6-Dioxopiperidin-3-yl)-2-methylquinolin-7-yl)methyl (3-chloro-4-methylphenyl)carbamate